(S)-1-(((benzyloxy)carbonyl)glycyl)-2-methylpyrrolidine-2-carboxylic acid C(C1=CC=CC=C1)OC(=O)NCC(=O)N1[C@@](CCC1)(C(=O)O)C